3-(4-(4-((3-Methoxybenzyl)(methyl)amino)-7H-pyrrolo[2,3-d]pyrimidin-6-yl)phenyl)propanoic acid COC=1C=C(CN(C=2C3=C(N=CN2)NC(=C3)C3=CC=C(C=C3)CCC(=O)O)C)C=CC1